4-methylpentaneene CC(CC=C)C